tert-butyl (2S,4S)-1-[4-(7-ethoxy-7-oxohept-1-en-2-yl)-8-oxa-3,5-diazatricyclo[7.4.0.02,7]trideca-1(13),2,4,6,9,11-hexaen-6-yl]-4-hydroxypyrrolidine-2-carboxylate C(C)OC(CCCCC(=C)C=1N=C2C3=CC=CC=C3OC2=C(N1)N1[C@@H](C[C@@H](C1)O)C(=O)OC(C)(C)C)=O